6-[(2S)-2-amino-3-hydroxypropyl]-4-azaspiro[2.4]heptan-5-one N[C@@H](CC1C(NC2(CC2)C1)=O)CO